CC1(CCC(CC1)NC=1N=C(C2=C(N1)NC=C2C2=NC=1N(C=C2)N=CC1)NC)NC(C)=O N-((1r,4r)-1-methyl-4-((4-(methylamino)-5-(pyrazolo[1,5-a]pyrimidin-5-yl)-7H-pyrrolo[2,3-d]pyrimidin-2-yl)amino)cyclohexyl)acetamide